(2S)-2-[(2,2-difluoroethyl)amino]-4-iodobut-3-en-1-ol FC(CN[C@H](CO)C=CI)F